COC=1C(=NC=C(C#N)C1)N1CCC(CC1)N1C2=C(N(C(C1=O)=O)C)C=CC=N2 5-methoxy-6-(4-(1-methyl-2,3-dioxo-2,3-dihydropyrido[2,3-b]pyrazin-4(1H)-yl)piperidin-1-yl)nicotinonitrile